CN(C)[Si](C1=CC=C(C=C)C=C1)(C)C 4-[(N,N-dimethylamino)-dimethylsilyl]Styrene